C1(CC1)COC1CN(C1)[C@@H]1[C@H](CCCC1)OC=1C=C2CN(C(C2=CC1)=O)C1C(NC(CC1)=O)=O 3-(5-(((1S,2S)-2-(3-(cyclopropylmethoxy)azetidin-1-yl)cyclohexyl)oxy)-1-oxoisoindolin-2-yl)piperidine-2,6-dione